FC(C=1C(=C(C=CC1)[C@@H](C)NC=1C2=C(N=C(N1)C)C=NC(=C2)N(C2CCOCC2)C)F)F N4-{(1R)-1-[3-(difluoromethyl)-2-fluorophenyl]ethyl}-N6,2-dimethyl-N6-(oxan-4-yl)pyrido[3,4-d]pyrimidine-4,6-diamine